FC1=C(C(=CC=C1)OC)C1=CC2=C(NC=N2)C=C1C(=O)NC=1SC(=NN1)OCC1CCC(CC1)O 5-(2-fluoro-6-methoxyphenyl)-N-(5-(((1r,4r)-4-hydroxycyclohexyl)methoxy)-1,3,4-thiadiazol-2-yl)-1H-benzo(d)imidazole-6-carboxamide